CNCCCCCCCC N-methyl-N-octylamine